tert-butyl (3S)-3-{[6-methyl-5-(pyrimidin-2-yl)pyridin-2-yl]amino}pyrrolidine-1-carboxylate CC1=C(C=CC(=N1)N[C@@H]1CN(CC1)C(=O)OC(C)(C)C)C1=NC=CC=N1